BrC=1C=C2C(=CNC(C2=CC1)=O)C#N 6-bromo-1-oxo-1,2-dihydroisoquinoline-4-carbonitrile